N-(5-(3-hydroxyprop-1-yn-1-yl)pyridin-2-yl)piperidine-4-carboxamide OCC#CC=1C=CC(=NC1)NC(=O)C1CCNCC1